SC1=CC(=CC2=C(C=C(C=C12)C(=O)O)S)C(=O)O 4,8-dimercapto-2,6-naphthalenedicarboxylic acid